trans-3-((1-(3-fluorotetrahydro-2H-pyran-4-yl)-5-methyl-4-nitro-1H-pyrazol-3-yl)oxy)propan-1-ol F[C@@H]1COCC[C@H]1N1N=C(C(=C1C)[N+](=O)[O-])OCCCO